ClC1=C(C=C(C=C1)Cl)N1CCN(CC1)C(CN)C 2-(4-(2,5-dichlorophenyl)piperazin-1-yl)propan-1-amine